C[C@H]1CN(CC2=CC=C(C=C12)N1CCC(CC1)N1CCNCC1)C1=C2C(=NC=C1)N(N=C2)C (4R)-4-methyl-2-(1-methylpyrazolo[3,4-b]pyridin-4-yl)-6-(4-piperazin-1-yl-1-piperidinyl)-3,4-dihydro-1H-isoquinoline